4-(trifluoromethyl)-2,5,6,7-tetrahydrocyclopenta[c]pyridazin-3-one FC(C1=C2C(=NNC1=O)CCC2)(F)F